C(CCCCCCCC)OC(CCCCCCCN(CCCCCCCC(=O)OC(CCCCCCCC)CCCCCCCCC)C(C(=O)O)C)=O ((8-(nonyloxy)-8-oxooctyl)(8-(octadeca-9-yloxy)-8-oxooctyl)amino)propanoic acid